[Cl-].[Cl-].C[SiH](C)[Zr+](C1=C(C=C(C1)C(C)(C)C)C)C1=C(C=C(C1)C(C)(C)C)C.C[SiH](C)[Zr+](C1=C(C=C(C1)C(C)(C)C)C)C1=C(C=C(C1)C(C)(C)C)C rac-dimethylsilylbis(2-methyl-4-t-butyl-1-cyclopentadienyl)zirconium (IV) dichloride